BrC1=CC2=CNN=C2C=C1OCC1=CC=C(C=C1)OC 5-bromo-6-((4-methoxybenzyl)oxy)-2H-indazole